3-(4-cyclopropylphenyl)-1-ethyl-8-((tetrahydro-2H-pyran-4-yl)methyl)-2-thia-1,3,8-triazaspiro[4.5]decan-4-one 2,2-dioxide C1(CC1)C1=CC=C(C=C1)N1S(N(C2(C1=O)CCN(CC2)CC2CCOCC2)CC)(=O)=O